BrC1=CC=CC2=CC=CC=C12 1-Bromonaphthalene